(R)-2-(8-(1-ethylpiperidin-3-yl)-4-methyl-5,6,7,8-tetrahydropyrido[2,3-c]pyridazin-3-yl)-5-(trifluoromethyl)phenol C(C)N1C[C@@H](CCC1)N1CCCC2=C1N=NC(=C2C)C2=C(C=C(C=C2)C(F)(F)F)O